C(C)C(C(=O)N)(O)[C@@H]1[C@]2(C)[C@@H](CC1)[C@@H]1CC[C@H]3C[C@@H](CC[C@]3(C)[C@H]1CC2)O ethyl-(3α-hydroxy-5α-androstan-17β-yl)glycolamide